(rac)-tert-butyl-2'-{6-amino-5-[(1R)-1-(pyridin-3-yl)ethoxy]pyridin-3-yl}-5',6'-dihydrospiro[pyrrolidine-3,4'-pyrrolo[1,2-b]pyrazole]-1-carboxylate C(C)(C)(C)OC(=O)N1C[C@]2(CCN3N=C(C=C32)C=3C=NC(=C(C3)O[C@H](C)C=3C=NC=CC3)N)CC1 |&1:9|